ClC1=CC=C(OCC(=O)NC2C(CN(CC2)C(COC2=CC=C(C=C2)Cl)=O)C)C=C1 2-(4-chlorophenoxy)-N-(1-(2-(4-chlorophenoxy)acetyl)-3-methylpiperidin-4-yl)acetamide